COC1=NC(=NC=C1)C=1C=C(C=CC1C)NC(=O)N1C2CCCC1C2 N-(3-(4-methoxypyrimidin-2-yl)-4-methyl-phenyl)-6-azabicyclo[3.1.1]heptane-6-carboxamide